3-((2-chlorophenyl)thio)indole ClC1=C(C=CC=C1)SC1=CNC2=CC=CC=C12